C(C=C)(=O)OCCCCOC(=O)OC1=C(C=C(C(=O)OC2=C(C=CC=C2)OC)C=C1OC)OC 2-methoxyphenyl 4-({[4-(acryloyloxy)-butoxy]carbonyl}oxy)-3,5-dimethoxybenzoate